BrCCCN1C(C=CC1=O)=O 1-(3-bromopropyl)-1H-pyrrole-2,5-dione